ClC=1C(=NC(=C(N1)I)CCC(F)(F)F)N1CCC(CC1)C(=O)OCC Ethyl 1-(3-chloro-5-iodo-6-(3,3,3-trifluoropropyl)pyrazin-2-yl)piperidine-4-carboxylate